CS(=O)(=O)C1=CC=C(CNC(=O)C=2C(N(C=C(C2CC)C=2OC=C(N2)C)C2=CC(=CC=C2)C(F)(F)F)=O)C=C1 ethyl-5-(4-methyl-oxazol-2-yl)-2-oxo-1-(3-trifluoromethylphenyl)-1,2-dihydro-pyridine-3-carboxylic acid 4-methanesulfonyl-benzylamide